ethyl (R)-1-(3-(5-(3-hydroxy-1-methyl-2-oxopyrrolidin-3-yl)isoxazol-3-yl)phenyl)imidazo[1,5-a]pyrazine-3-carboxylate O[C@@]1(C(N(CC1)C)=O)C1=CC(=NO1)C=1C=C(C=CC1)C=1N=C(N2C1C=NC=C2)C(=O)OCC